methyl allyl disulphide C(C=C)SSC